3-(4-diphenylaminocinnamoyl)coumarin mono-2-ethylhexanate C(C)C(C(=O)O)CCCC.C1(=CC=CC=C1)N(C1=CC=C(C=CC(=O)C=2C(OC3=CC=CC=C3C2)=O)C=C1)C1=CC=CC=C1